C(#N)N1C[C@@H](CC1)NC(=O)C1=NN(C(=C1)C)CC1=NC=CC=C1 (R)-N-(1-cyanopyrrolidin-3-yl)-5-methyl-1-(pyridin-2-ylmethyl)-1H-pyrazole-3-carboxamide